5-[4-(7-Amino-2-azaspiro[3.3]heptan-2-yl)-5,6-difluoro-8-(methylamino)-9H-pyrido[2,3-b]indol-3-yl]pyridin-3-carbonitril NC1CCC12CN(C2)C2=C(C=NC=1NC3=C(C=C(C(=C3C12)F)F)NC)C=1C=C(C=NC1)C#N